2-chloro-4-(6-(1-cyanocyclobutyl)pyridin-2-yl)benzoic acid ClC1=C(C(=O)O)C=CC(=C1)C1=NC(=CC=C1)C1(CCC1)C#N